C(C)(C)(C)OC(=O)N1CCC(C1)(O)CC 4-ethyl-4-hydroxypyrrolidine-1-carboxylic acid tert-butyl ester